N-(7-morpholino-1,1-dioxido-3,4-dihydro-2H-benzo[b][1,4]thiazin-6-yl)pyrazolo[1,5-a]pyrimidine-3-carboxamide O1CCN(CC1)C=1C(=CC2=C(S(CCN2)(=O)=O)C1)NC(=O)C=1C=NN2C1N=CC=C2